BrC=1C=C2C(=CN=CC2=CC1)N1C(NC2=C(C1=O)SC(=C2)C2=C(C=CC(=C2)OC)Cl)=O 3-(6-bromo-4-isoquinolinyl)-6-(2-chloro-5-methoxy-phenyl)-1H-thieno[3,2-d]pyrimidine-2,4-dione